FC1=C(C(=O)N2CC(CC(C2)C(F)(F)F)C(=O)N)C(=CC=C1)F 1-(2,6-difluorobenzoyl)-5-(trifluoromethyl)piperidine-3-carboxamide